C(C1=CC=CC=C1)SC1=CC(=C(C=C1)O)F 4-(benzylsulfanyl)-2-fluorophenol